C12(CC(C1)C2)NS(=O)(=O)C2=CC=C(C=C2)NC([C@H](CC2=CC=CC=C2)NC(C2=CC=C(C=C2)F)=O)=O (S)-N-(1-(4-(N-bicyclo[1.1.1]pentan-1-ylsulfamoyl)phenylamino)-1-oxo-3-phenylpropan-2-yl)-4-fluorobenzamide